ClC=1C=C2C=NNC2=C(C1F)C1=C(C=C2C(=NC=NN2C1=O)N1[C@H](CNCC1)C)C(F)(F)F (S)-7-(5-chloro-6-fluoro-1H-indazol-7-yl)-4-(2-methylpiperazin-1-yl)-6-(trifluoromethyl)-8H-pyrido[2,1-f][1,2,4]triazin-8-one